C(\C=C/C(=O)O)(=O)O.ClC=1C=CC2=C(N(C3=C(CC2)C=CC=C3)CCCCNC/C=C/C(=O)OCC#C)C1 Prop-2-yn-1-yl (E)-4-[4-(3-chloro-10,11-dihydro-5H-dibenzo[b,f]azepin-5-yl)butylamino]but-2-enoate maleate